N-(8-(methylamino)-5-phenyl-2,7-naphthyridin-3-yl)cyclopropanecarboxamide CNC=1N=CC(=C2C=C(N=CC12)NC(=O)C1CC1)C1=CC=CC=C1